BrC=1SC=2N=CN=C(C2N1)N1CC(OC(C1)C)C 4-(2-bromothiazolo[5,4-d]pyrimidin-7-yl)-2,6-dimethylmorpholine